(R)-1-(2-(((5S,7R)-7-((benzyloxy)methyl)-1-azabicyclo[3.2.0]heptan-5-yl)methoxy)-7-chloro-8-fluoropyrido[4,3-d]pyrimidin-4-yl)-3-methylpiperidin-3-ol C(C1=CC=CC=C1)OC[C@H]1C[C@@]2(CCCN12)COC=1N=C(C2=C(N1)C(=C(N=C2)Cl)F)N2C[C@@](CCC2)(O)C